ClC=1C=CC(=C(C1)C1=NN(C=C1NC(=O)C=1C=NN2C1N=CC=C2)CC(CN2CCCCC2)=O)OC(F)F N-(3-(5-chloro-2-(difluoromethoxy)phenyl)-1-(2-oxo-3-(piperidin-1-yl)propyl)-1H-pyrazol-4-yl)pyrazolo[1,5-a]pyrimidine-3-carboxamide